C(C)OC(=O)C1=NC(=NC(=C1N)C1=C2C=NN(C2=C(C=C1C)F)C1OCCCC1)Cl 5-amino-2-chloro-6-(7-fluoro-5-methyl-1-tetrahydropyran-2-yl-indazol-4-yl)pyrimidine-4-carboxylic acid ethyl ester